5-bromo-3-(4-methoxybenzyl)-1,1a,3,7b-tetrahydro-2H-cyclopropa[c]quinolin-2-one BrC=1C=CC=2C3C(C(N(C2C1)CC1=CC=C(C=C1)OC)=O)C3